((6-(isopropyl(methyl)amino)-2-(6-(4-isopropyl-5-((2-oxocyclopentyl)thio)-4H-1,2,4-triazol-3-yl)pyridin-2-yl)-1-oxo-2,3-dihydro-1H-pyrrolo[3,4-c]pyridin-4-yl)methyl)(methyl)carbamate C(C)(C)N(C1=CC2=C(C(=N1)COC(NC)=O)CN(C2=O)C2=NC(=CC=C2)C2=NN=C(N2C(C)C)SC2C(CCC2)=O)C